4-((4-cyclopropyl-2-(N-methyl-methanesulfonamido)-phenyl)amino)-N-ethoxy-6-((6-methyl-pyridazin-3-yl)-amino)nicotinamide C1(CC1)C1=CC(=C(C=C1)NC1=CC(=NC=C1C(=O)NOCC)NC=1N=NC(=CC1)C)N(S(=O)(=O)C)C